3-(methoxymethyl)-5-vinylbenzoic acid COCC=1C=C(C(=O)O)C=C(C1)C=C